2-bromo-5-{[2-(trimethylsilyl)ethoxy]methyl}pyrrolo[2,3-b]pyrazine-7-carbaldehyde BrC=1N=C2C(=NC1)N(C=C2C=O)COCC[Si](C)(C)C